3-[[(2S)-1-[6-oxo-5-(trifluoromethyl)-1,6-dihydropyridazin-4-yl]pyrrolidin-2-yl]methoxy]-N-[(1r,4r)-4-[(pyridin-2-yl)amino]cyclohexyl]propanamide O=C1C(=C(C=NN1)N1[C@@H](CCC1)COCCC(=O)NC1CCC(CC1)NC1=NC=CC=C1)C(F)(F)F